O1C(OCC1)C=1C=C(C=CC1[N+](=O)[O-])C(C#N)(C)C 2-[3-(1,3-dioxolan-2-yl)-4-nitro-phenyl]-2-methyl-propanenitrile